ClC=1C(=CC(=C(C(=O)OC)C1)NC1=C(C=C(C=C1)F)C)F methyl 5-chloro-4-fluoro-2-((4-fluoro-2-methylphenyl)-amino)benzoate